CS(=O)(=O)C1=CC=C(C=C1)C=1N=C(SC1)NC1=CC=C(C=C1)S(=O)(=O)N 4-((4-(4-(methylsulfonyl)phenyl)thiazol-2-yl)amino)benzenesulfonamide